(R)-2-amino-6-borono-2-(2-(diethylamino)ethyl)hexanoic acid N[C@](C(=O)O)(CCCCB(O)O)CCN(CC)CC